methyl 3-((1R,3R)-1-(2,6-difluoro-4-((1-(3-fluoropropyl)pyrrolidin-3-yl)oxy)phenyl)-3-methyl-1,3,4,9-tetrahydro-2H-pyrido[3,4-b]indol-2-yl)bicyclo[1.1.1]pentane-1-carboxylate FC1=C(C(=CC(=C1)OC1CN(CC1)CCCF)F)[C@H]1N([C@@H](CC2=C1NC1=CC=CC=C21)C)C21CC(C2)(C1)C(=O)OC